[(R)-4-(6-Amino-4-methoxy-pyridin-3-yl)-2-methoxymethyl-piperazin-1-yl]-[4-methoxy-5-(4-trifluoromethyl-phenyl)-pyridin-2-yl]-methanone NC1=CC(=C(C=N1)N1C[C@@H](N(CC1)C(=O)C1=NC=C(C(=C1)OC)C1=CC=C(C=C1)C(F)(F)F)COC)OC